N-(2-Dimethylaminoethyl)-2-methyl-2-[4-[4-[[2-methyl-5-[(2S,3S,4S,5R,6R)-3,4,5-tribenzyloxy-6-ethyl-tetrahydropyran-2-yl]phenyl]methyl]phenyl]butyryl-amino]propanamide CN(CCNC(C(C)(NC(CCCC1=CC=C(C=C1)CC1=C(C=CC(=C1)[C@@H]1O[C@@H]([C@H]([C@@H]([C@H]1OCC1=CC=CC=C1)OCC1=CC=CC=C1)OCC1=CC=CC=C1)CC)C)=O)C)=O)C